2-[2-[2-[tert-butyl(diphenyl)silyl]oxyethoxy]ethoxy]ethanamine [Si](C1=CC=CC=C1)(C1=CC=CC=C1)(C(C)(C)C)OCCOCCOCCN